lithium 4-fluorophenoxide FC1=CC=C([O-])C=C1.[Li+]